C(N)(=N)N1CCC(=CC1)C1=CC(=C(C(=O)NC2=CC(=C(C=C2)C=2CCN(CC2)C(N)=N)C)C(=C1)F)F 4-(1-carbamimidoyl-1,2,3,6-tetrahydropyridin-4-yl)-N-(4-(1-carbamimidoyl-1,2,3,6-tetrahydropyridin-4-yl)-3-methylphenyl)-2,6-difluorobenzamide